3,4-Dimethylcyclohexanol CC1CC(CCC1C)O